ethyl (R)-3,4-dihydroxybutanoate O[C@H](CC(=O)OCC)CO